2-bromo-4,4,4-trifluorobutanal BrC(C=O)CC(F)(F)F